2-(1-(1-methylcyclopropyl)-1H-pyrazol-3-yl)cyclopentan-1-one CC1(CC1)N1N=C(C=C1)C1C(CCC1)=O